4-(5-iodo-1H-triazol-4-yl)-2-[1-(2-naphthalen-1-ylethyl)imidazol-4-yl]pyridine C1=CC=C2C(=C1)C=CC=C2CCN3C=C(N=C3)C4=NC=CC(=C4)C5C(NNN5)I